methyl 1,6,7,8-tetrahydropyrrolo[2,3-e]indole-2-carboxylate N1C(=CC=2C1=C1CCNC1=CC2)C(=O)OC